(2R)-6-chloro-4-oxo-N-(3-{4-[(3S)-3-(trifluoromethoxy)pyrrolidin-1-yl]-1H-pyrazol-1-yl}bicyclo[1.1.1]pentan-1-yl)-3,4-dihydro-2H-1-benzopyran-2-carboxamide ClC=1C=CC2=C(C(C[C@@H](O2)C(=O)NC23CC(C2)(C3)N3N=CC(=C3)N3C[C@H](CC3)OC(F)(F)F)=O)C1